O1[C@@H](CCC2=CC=CC=C12)N (S)-Chromanamine